C(C)(C)OC([C@@H](NC(CCCCCCCCCCCCCCC)=O)C)=O N-palmitoyl-alanine isopropyl ester